norbornenyl-hexachlorocyclotriphosphazene C12(C=CC(CC1)C2)N2P=NP(NP2(Cl)(Cl)Cl)(Cl)(Cl)Cl